Cl.ClC1=CC=C(C=C1)C(C(C)(N1CCOCC1)C)=O 1-(4-chlorophenyl)-2-methyl-2-morpholinyl-1-propanone hydrochloride